CC=1N=C(SC1C=1C=NC(=C(C1)NS(=O)(=O)C1CC1)OC)N 4-methyl-5-(5-cyclopropylsulfonamido-6-methoxypyridin-3-yl)-1,3-thiazol-2-amine